ClC=1C(=CC=C2N=CC(=NC12)C=1C=NN(C1)CC(=O)N1CC(CC1)OC)OC=1C=CC2=C(NC(=N2)C)C1 2-(4-(8-chloro-7-((2-methyl-1H-benzo[d]imidazol-6-yl)oxy)quinoxalin-2-yl)-1H-pyrazol-1-yl)-1-(3-methoxypyrrolidin-1-yl)ethan-1-one